(4-(4-fluorophenoxy)phenyl)boric Acid FC1=CC=C(OC2=CC=C(C=C2)OB(O)O)C=C1